2-(pyridin-3-yl)-6-(2,7-diazaspiro[3.5]nonan-2-yl)-N-(4-(trifluoromethoxy)pyridin-2-yl)pyrimidin-4-amine N1=CC(=CC=C1)C1=NC(=CC(=N1)NC1=NC=CC(=C1)OC(F)(F)F)N1CC2(C1)CCNCC2